(3-(2-methoxyphenyl)-3-phenylbenzo[f]quinolin-4(3H)-yl)(phenyl)methanone COC1=C(C=CC=C1)C1(N(C=2C=CC3=C(C2C=C1)C=CC=C3)C(=O)C3=CC=CC=C3)C3=CC=CC=C3